4-(2-(tetrahydro-2H-pyran-4-carboxamido)thiazol-5-yl)benzoic acid O1CCC(CC1)C(=O)NC=1SC(=CN1)C1=CC=C(C(=O)O)C=C1